N=1CCN2C=NC3=C(C21)N=CC=C3 2,3-dihydroimidazo[1,2-c]pyrido[2,3-e]pyrimidin